O=C1NC(CCC1N1C(C=2C=C3C(=CC2C1=O)OC1(CC3)CNC1)=O)=O 7'-(2,6-dioxopiperidine-3-yl)-6',8'-dioxo-4',6',7',8'-tetrahydro-3'H-spiro[azetidine-3,2'-pyrano[2,3-f]isoindole]